OC(CN1C=C(C=C1)C(=O)O)(C)C 1-(2-hydroxy-2-methylpropyl)-1H-pyrrole-3-carboxylic acid